FC1=CC=C(C=C1)C1CCN(CC1)C1=C(C(N(C2=CC=CC=C12)C)=O)C#N 4-[4-(4-fluorophenyl)piperidin-1-yl]-1-methyl-2-oxo-1,2-dihydroquinoline-3-carbonitrile